C(#C)C1(CC1)NS(=O)(=O)C=1C=CC(=C(C(=O)N)C1)F 5-(N-(1-ethynylcyclopropyl)sulfamoyl)-2-fluorobenzamide